OCCCC(=O)NC1=C(C=CC(=C1)[N+](=O)[O-])N1CCN(CC1)CCOC 4-hydroxy-N-{2-[4-(2-methoxyethyl)piperazin-1-yl]-5-nitrophenyl}butanamide